4-cyclopropyl-3-(N-(5-(isothiazol-5-yl)-2-(pyrrol-1-yl)phenyl)sulfamoyl)benzoic acid C1(CC1)C1=C(C=C(C(=O)O)C=C1)S(NC1=C(C=CC(=C1)C1=CC=NS1)N1C=CC=C1)(=O)=O